C1(CCCCC1)CS(=O)(=O)O\N=C\1/SC=CC1 (Z)-2-(cyclohexylmethylsulfonyloxyimino)thiophene